NC1=C(C=C(OC2CC3(CC(C3)NC(OCC3C4=CC=CC=C4C=4C=CC=CC34)=O)C2)C=C1)C(F)(F)F (9H-fluoren-9-yl)methyl (6-(4-amino-3-(trifluoromethyl) phenoxy)spiro[3.3]heptan-2-yl)carbamate